N,N-dibenzylcarbamoyldisulfide C(C1=CC=CC=C1)N(C(=O)SSC(N(CC1=CC=CC=C1)CC1=CC=CC=C1)=O)CC1=CC=CC=C1